quinoline-8-carboxylic Acid N1=CC=CC2=CC=CC(=C12)C(=O)O